7-(5-fluoro-2-(((3S,4R)-3-hydroxytetrahydro-2H-pyran-4-yl)amino)pyrimidin-4-yl)-1-isopropyl-3-methylquinolin-4(1H)-one FC=1C(=NC(=NC1)N[C@H]1[C@@H](COCC1)O)C1=CC=C2C(C(=CN(C2=C1)C(C)C)C)=O